CN(C=1CCNC(C1)=O)C 4-(dimethylamino)-2,3-dihydro-1H-pyridin-6-one